N-(2-chloro-3-(3'-chloro-6-methoxy-5-((((5-oxopyrrolidin-2-yl)methyl)amino)methyl)-[2,4'-bipyridin]-2'-yl)phenyl)-4-(((3-fluoropropyl)amino)methyl)-5-methoxypicolinamide ClC1=C(C=CC=C1C1=NC=CC(=C1Cl)C1=NC(=C(C=C1)CNCC1NC(CC1)=O)OC)NC(C1=NC=C(C(=C1)CNCCCF)OC)=O